Diaminopropyldiaminopropyldipropylenglycol NC(CCC(C(COC(C)CO)O)CCC(N)N)N